ethyl (S,Z)-4-((1R,3S,4R)-2-((3-chlorophenyl)-L-leucyl)-5,5-difluoro-2-azabicyclo[2.2.2]octane-3-carboxamido)-2-fluoro-5-((R)-2-oxopyrrolidin-3-yl)pent-2-enoate ClC=1C=C(C=CC1)N[C@@H](CC(C)C)C(=O)N1[C@H]2CC([C@@H]([C@H]1C(=O)N[C@H](\C=C(\C(=O)OCC)/F)C[C@@H]1C(NCC1)=O)CC2)(F)F